F[P-](F)(F)(F)(F)F.Cl[P+](N1CCCC1)(N1CCCC1)N1CCCC1 chlorotripyrrolidinyl-phosphonium hexafluorophosphate